3-chloro-5-ethyl-1-methoxy-5,6,7,8-tetrahydroisoquinoline-5,6-diol ClC=1N=C(C=2CCC(C(C2C1)(O)CC)O)OC